C1(CC1)N1N=CC(=C1)[C@@H]1OCC[C@@H](C1)NC(=O)C1=NC(=C(N=C1\C=C\OCC)C)C N-[(2R,4S)-2-(1-cyclopropylpyrazol-4-yl)tetrahydropyran-4-yl]-3-[(E)-2-ethoxyvinyl]-5,6-dimethyl-pyrazine-2-carboxamide